(tert-butyl 2-(3-((1-(3-oxooctahydro-2H-pyrido[4,3-b][1,4]oxazin-6-carbonyl) piperidin-4-ylidene) (phenyl) methyl) phenoxy) ethyl) carbamate C(N)(OCC(OC1=CC(=CC=C1)C(C1=CC=CC=C1)=C1CCN(CC1)C(=O)N1CC2C(OCC(N2)=O)CC1)C(C)(C)C)=O